5-fluoro-N-methyl-6-oxo-1H-pyridine-2-carboxamide FC1=CC=C(NC1=O)C(=O)NC